C(OC(COOC(C)(C)CC(C)(C)C)(C)C)([O-])=O t-octylperoxy-t-butyl monocarbonate